BrC1=CC=CC(=N1)OCC1=NC=C(C=C1F)Cl 2-[(6-bromo-2-pyridyl)oxymethyl]-5-chloro-3-fluoro-pyridine